C1(C=CC=C1)[Ni]C=CC=CC (cyclopentadienyl)(pentadienyl)nickel